C(C)(C)OC1=CC(=C(C=C1C)NC1=NC2=CC=CC=C2C=C1)C N-(4-isopropoxy-2,5-dimethylphenyl)quinolin-2-amine